C(C)(C)(C)C1=N[C@@H]2C(NC1)=C(C=CC2)C 3-(tert-butyl)8-methyl-(S)-1,2,4a,5-tetrahydrobenzo[b]pyrazine